tri(4-tert-butyl-3-hydroxy-2,6-dimethylbenzyl)isocyanuric acid C(C)(C)(C)C1=C(C(=C(CN2C(N(C(N(C2=O)CC2=C(C(=C(C=C2C)C(C)(C)C)O)C)=O)CC2=C(C(=C(C=C2C)C(C)(C)C)O)C)=O)C(=C1)C)C)O